1-(3-butyn-1-yl)-4-propyl-1H-1,2,3-triazole C(CC#C)N1N=NC(=C1)CCC